N1C(=CC=C1)C1=CC=C(CN2CCN(CC2)CC=2C=C3CNC(C3=CC2)=O)C=C1 5-((4-(4-(1H-pyrrol-2-yl)benzyl)piperazin-1-yl)methyl)-1-oxoisoindoline